5-methyl-2H-tetrazol CC=1N=NNN1